(S)-ethyl 3-amino-3-(4-fluoro-2',5,6'-trimethylbiphenyl-3-yl)propanoate hydrochloride Cl.N[C@@H](CC(=O)OCC)C=1C=C(C=C(C1F)C)C1=C(C=CC=C1C)C